COC(=O)C1=NN(C(=C1)C(=O)O)C 1-methyl-1H-pyrazole-3,5-dicarboxylic acid methyl ester